2-[4-(bromomethyl)phenyl]-5-(1,1,2,2,2-pentafluoroethoxy)pyridine BrCC1=CC=C(C=C1)C1=NC=C(C=C1)OC(C(F)(F)F)(F)F